CN1C(C2(C3=C4C(=NC=C31)N(C=C4C=4C=C3C=NN(C3=CC4)C)S(=O)(=O)C4=CC=CC=C4)CCCC2)=O 6'-methyl-1'-(1-methyl-1H-indazol-5-yl)-3'-(phenylsulfonyl)-3',6'-dihydro-7'H-spiro[cyclopentane-1,8'-dipyrrolo[2,3-b:3',2'-d]pyridin]-7'-one